tert-butyl (3S,4S)-4-[1-(2,6-dibenzyloxy-3-pyridyl)-3-methyl-2-oxo-benzimidazol-5-yl]-3-fluoro-piperidine-1-carboxylate C(C1=CC=CC=C1)OC1=NC(=CC=C1N1C(N(C2=C1C=CC(=C2)[C@H]2[C@@H](CN(CC2)C(=O)OC(C)(C)C)F)C)=O)OCC2=CC=CC=C2